C12(CCC(CC1)N2)COC2=NC1=C(C(=C(C=C1C(=N2)N2CCNCC2)Cl)C2=CC=CC1=C2N=C(S1)N)F 4-(2-(((1s,4s)-7-azabicyclo[2.2.1]heptan-1-yl)methoxy)-6-chloro-8-fluoro-4-(piperazin-1-yl)quinazolin-7-yl)benzo[d]thiazol-2-amine